FC(CCCCCCCCCCCC=C)(F)F trifluoro-1-tetradecene